ClC1=NC(=NC2=CC(=C(C=C12)C1(CCC1)O)OC)C 1-(4-Chloro-7-methoxy-2-methylquinazolin-6-yl)cyclobutan-1-ol